5-[3-(1-Hydroxyethyl)-6-[5-[(6-methylpyridazin-3-yl)amino]benzimidazol-1-yl]-2-pyridyl]-3-(trifluoromethyl)-1H-pyridazin-6-one OC(C)C=1C(=NC(=CC1)N1C=NC2=C1C=CC(=C2)NC=2N=NC(=CC2)C)C2=CC(=NNC2=O)C(F)(F)F